C1(=CC=CC=C1)N[C@@H]1C[C@@H](CCC1)NC(OC(C)(C)C)=O tert-butyl ((1R,3S)-3-(phenylamino)cyclohexyl)carbamate